C(C)OC(=O)C=1C(C=C2N(C(CC3=CC(=C(C=C23)OC)C2=CN=C(S2)N2CCC(CC2)CO)C(C)(C)C)C1)=O 6-tert-butyl-9-{2-[4-(hydroxymethyl)piperidin-1-yl]thiazol-5-yl}-10-methoxy-2-oxo-6,7-dihydro-2H-pyrido[2,1-a]isoquinoline-3-carboxylic acid ethyl ester